NC1=NNC2=NC(=CC(=C21)C)C2=CC=C(C=C2)NS(=O)(=O)C2=C(C=CC(=C2)OC)F N-(4-(3-amino-4-methyl-1H-pyrazolo[3,4-b]-pyridin-6-yl)phenyl)-2-fluoro-5-methoxybenzenesulfonamide